OC1CC(CCC1[C@@H]1CC(CC[C@H]1C(=C)C)C)CCCCC (1'R,6'R)-6-hydroxy-6'-isopropenyl-3'-methyl-4-pentyl-1,1'-bi(cyclohexane)